FC1CC(N(C1)C(CC=1C=NN(C1)C)=O)C(=O)NC(C1=CC=C(C=C1)C(C)C)C1=CC=CC=C1 4-fluoro-1-[2-(1-methyl-1H-pyrazol-4-yl)acetyl]-N-{phenyl[4-(propan-2-yl)phenyl]methyl}pyrrolidine-2-carboxamide